(3-methylpyrazolo[1,5-a]pyridin-5-yl)methanol tert-butyl-((4-methyl-2-(((RS)-5-oxopentan-2-yl)oxy)phenyl)sulfonyl)-L-prolinate C(C)(C)(C)[C@@]1(N(CCC1)S(=O)(=O)C1=C(C=C(C=C1)C)O[C@H](C)CCC=O)C(=O)OCC1=CC=2N(C=C1)N=CC2C |&1:20|